(1aR,5aR)-2-(4-Cyano-pyridin-2-yl)-1a,2,5,5a-tetrahydro-1H-2,3-diaza-cyclopropa[a]pentalene-4-carboxylic acid (cyano-dimethyl-methyl)-amide C(#N)C(C)(C)NC(=O)C=1C=2C[C@@H]3[C@H](C2N(N1)C1=NC=CC(=C1)C#N)C3